tert-butyl ((S)-1-(((5S,8S,10aR)-8-(((R)-chroman-4-yl)carbamoyl)-3-(ethylsulfonyl)-6-oxodecahydropyrrolo[1,2-a][1,5]diazocin-5-yl)amino)-1-oxopropan-2-yl)(methyl)carbamate O1CC[C@H](C2=CC=CC=C12)NC(=O)[C@@H]1CC[C@H]2N1C([C@H](CN(CC2)S(=O)(=O)CC)NC([C@H](C)N(C(OC(C)(C)C)=O)C)=O)=O